CC1C(N(C2=NC=CC=C21)C2OCCCC2)=O 3-methyl-1-tetrahydropyran-2-yl-pyrrolo[2,3-b]pyridin-2-one